2-(4-(benzo[d]thiazol-2-ylmethyl)piperazin-1-yl)-4-(2-methoxyethoxy)benzonitrile S1C(=NC2=C1C=CC=C2)CN2CCN(CC2)C2=C(C#N)C=CC(=C2)OCCOC